1-(2-amino-5-(3-amino-7-(1-(tetrahydro-2H-pyran-2-yl)-1H-pyrazol-4-yl)isoxazolo[4,5-c]pyridin-4-yl)-4-fluorophenyl)ethan-1-one NC1=C(C=C(C(=C1)F)C1=NC=C(C2=C1C(=NO2)N)C=2C=NN(C2)C2OCCCC2)C(C)=O